tert-butyl ((2R,11aS)-8-hydroxy-7-methoxy-5-oxo-2,3,5,10,11,11a-hexahydro-1H-benzo[e]pyrrolo[1,2-a][1,4]diazepin-2-yl)carbamate OC=1C(=CC2=C(NC[C@H]3N(C2=O)C[C@@H](C3)NC(OC(C)(C)C)=O)C1)OC